2-(3,5-dichloro-4-[[1-(4-methylbenzenesulfonyl)indol-5-yl]oxy]phenyl)-3,5-dioxo-4H-1,2,4-triazine-6-carbonitrile ClC=1C=C(C=C(C1OC=1C=C2C=CN(C2=CC1)S(=O)(=O)C1=CC=C(C=C1)C)Cl)N1N=C(C(NC1=O)=O)C#N